(3S)-5-chloro-7-{[2,4-difluoro-3-(8-fluoro-2-{[1-(2-methoxyethyl) piperidin-4-yl] amino} quinazolin-6-yl) phenyl] sulfamoyl}-2,3-dihydro-1-benzofuran-3-yl acetate C(C)(=O)O[C@@H]1COC2=C1C=C(C=C2S(NC2=C(C(=C(C=C2)F)C=2C=C1C=NC(=NC1=C(C2)F)NC2CCN(CC2)CCOC)F)(=O)=O)Cl